C(C)OC(=O)C=1C2=C(N=C(N1)N1C=NC=C1)C=CN2 2-(1H-imidazol-1-yl)-5H-pyrrolo[3,2-d]pyrimidine-4-carboxylic acid ethyl ester